8-(5,5-difluoro-2-azaspiro[3.3]heptan-2-yl)-6-(2,4-dimethoxypyrimidin-5-yl)imidazo[1,2-b]pyridazine FC1(C2(CN(C2)C=2C=3N(N=C(C2)C=2C(=NC(=NC2)OC)OC)C=CN3)CC1)F